N-(5-(3'-methyl-2'-oxo-2',3'-dihydrospiro[cyclopropane-1,1'-pyrrolo[2,3-c]quinolin]-8'-yl)-2-(3-(pyrrolidin-1-yl)propoxy)pyridin-3-yl)cyclopropanesulfonamide CN1C(C2(C3=C1C=NC=1C=CC(=CC31)C=3C=C(C(=NC3)OCCCN3CCCC3)NS(=O)(=O)C3CC3)CC2)=O